[Cl-].BrC=1C=[N+](C=CC1)CCNC(C(=C)C)=O 3-bromo-1-(2-methacrylamidoethyl)-pyridinium chloride